CC=1C=CC(=NC1)[C@@H](C)O (R)-1-(5-methylpyridin-2-yl)ethanol